C(C=C)(=O)O.C(C=C)(=O)O.C(C=C)(=O)O.C(C)OC(CC)(OCC)OCC triethoxypropane triacrylate